(3-bromo-5-chloro-4-methoxyphenyl)(spiro[cyclopropane-1,2'-pyrido[4,3-b][1,4]oxazin]-4'(3'H)-yl)methanone BrC=1C=C(C=C(C1OC)Cl)C(=O)N1C2=C(OC3(C1)CC3)C=CN=C2